ClC=1C=CC2=C(SCC(N2CC(=O)NNC(C2=NC=CC=C2)=N)=O)C1 2-(7-chloro-3-oxo-2H-benzo[b][1,4]thiazin-4(3H)-yl)-N'-(imino(pyridin-2-yl)methyl)acetohydrazide